6-(ethylamino)-4-(6-(6-((6-methoxypyridin-3-yl)methyl)-3,6-diazabicyclo[3.1.1]heptan-3-yl)pyridin-3-yl)pyrazolo[1,5-a]pyridine-3-carbonitrile C(C)NC=1C=C(C=2N(C1)N=CC2C#N)C=2C=NC(=CC2)N2CC1N(C(C2)C1)CC=1C=NC(=CC1)OC